COC(CC1=CC=NN1)=O.CC=1C=C(C=CC1)N1N=C(C=C1)CC(=O)OC methyl 2-[1-(3-methylphenyl)-1H-pyrazol-3-yl]acetate Methyl-2-(1H-pyrazol-5-yl)acetate